3-(2-(tert-Butoxycarbonyl)-1-methyl-1,2,3,4-tetrahydroisoquinolin-6-yl)propionic acid C(C)(C)(C)OC(=O)N1C(C2=CC=C(C=C2CC1)CCC(=O)O)C